(R)-5-(dimethylamino)-2-fluoro-4-(((2-(trifluoromethyl)pyrrolidin-1-yl)sulfonyl)carbamoyl)benzoic acid CN(C=1C(=CC(=C(C(=O)O)C1)F)C(NS(=O)(=O)N1[C@H](CCC1)C(F)(F)F)=O)C